4-fluoro-3,5-dimethyl-1H-pyrrolo[2,3-c]pyridine-2-carboxylic acid FC1=C2C(=CN=C1C)NC(=C2C)C(=O)O